1-[(1-ethyl-1H-pyrazol-4-yl)methyl]-4-methyl-3-{3-[methyl(oxan-4-yl)amino]-5-(2,2,2-trifluoroethoxy)phenyl}-1,3-dihydro-2H-imidazol-2-one C(C)N1N=CC(=C1)CN1C(N(C(=C1)C)C1=CC(=CC(=C1)OCC(F)(F)F)N(C1CCOCC1)C)=O